3-((3-methyl-4-(4-oxopiperidin-1-yl)phenyl)amino)piperidine-2,6-dione CC=1C=C(C=CC1N1CCC(CC1)=O)NC1C(NC(CC1)=O)=O